C(#N)N1CCC(CC1)N1N=NC(=C1C)C=1C=C(C=2N(C1)N=CC2C#N)OC(C2=NC=C(C=C2)F)C2CC2 6-[1-(1-Cyano-4-piperidyl)-5-methyl-triazol-4-yl]-4-[cyclopropyl-(5-fluoro-2-pyridyl)methoxy]pyrazolo[1,5-a]pyridine-3-carbonitrile